2,2,2-trifluoroethylammonium FC(C[NH3+])(F)F